dihexadecylsulfosuccinate potassium salt [K+].C(CCCCCCCCCCCCCCC)C(C(C(=O)[O-])S(=O)(=O)O)(C(=O)[O-])CCCCCCCCCCCCCCCC.[K+]